FC(C(=O)O)(F)F.FC(C(=O)O)(F)F.CC1=NC(=C(C(=O)N)C=C1)C dimethylnicotinamide bis(trifluoroacetate)